C1N(CC2C1CCC2)CC2=CC(=NC(=C2)C(F)(F)F)N2C(C1=CC(=CC=C1C2)C2(COC2)CC2=NN=CN2C)=O 2-(4-((Hexahydrocyclopenta[c]pyrrol-2(1H)-yl)methyl)-6-(trifluoromethyl)pyridin-2-yl)-6-(3-((4-methyl-4H-1,2,4-triazol-3-yl)methyl)oxetan-3-yl)isoindolin-1-one